Dimethyl (2,6-dimethyl-1,2-dihydroisoquinolin-1-yl)phosphonate CN1C(C2=CC=C(C=C2C=C1)C)P(OC)(OC)=O